3-(2-ethylindan-2-yl)-N,N-dimethyl-1H-1,2,4-triazole-1-carboxamide C(C)C1(CC2=CC=CC=C2C1)C1=NN(C=N1)C(=O)N(C)C